FC1=CC=C(C=C1)C(=O)N1[C@@H](C=2N(CC1)C(=NC2I)C2=NC(=NS2)C)C (R)-(4-fluorophenyl)(1-Iodo-8-methyl-3-(3-methyl-1,2,4-thiadiazol-5-yl)-5,6-dihydroimidazo[1,5-a]pyrazine-7(8H)-yl)methanone